N1=NC=C2CC=CC=C12 4H-indazole